CC1(C2(C(CC1CC2)=O)CS(=O)(=O)Cl)C (7,7-dimethyl-2-oxo-bicyclo[2.2.1]hept-1-yl)methanesulfonyl chloride